tert-butyl 4,4-difluoro-3-(3-hydroxypropyl)-5-methyl-piperidine-1-carboxylate FC1(C(CN(CC1C)C(=O)OC(C)(C)C)CCCO)F